C1(=CC=CC=C1)CC(=O)NC1CC(C1)N1C2=NC=NC(=C2N=C1)NC1=CC=C(C=C1)C1CCN(CC1)C(=O)OC(C)(C)C tert-butyl 4-(4-((9-((1s,3s)-3-(2-phenylacetamido)cyclobutyl)-9H-purin-6-yl)amino)phenyl)piperidine-1-carboxylate